C(C1=CC=CC=C1)SC1=CC(=NC(=C1)C=1N=CN(C1)C)OC 4-(benzylthio)-2-methoxy-6-(1-methyl-1H-imidazole-4-yl)pyridine